6-(3-cyclopropyl-4-((4-methyl-3-(methylcarbamoyl)phenyl)amino)-3H-imidazo[4,5-c]pyridin-6-yl)-2-oxospiro[indoline-3,4'-piperidine]-1'-carboxylic acid tert-butyl ester C(C)(C)(C)OC(=O)N1CCC2(CC1)C(NC1=CC(=CC=C12)C1=CC2=C(C(=N1)NC1=CC(=C(C=C1)C)C(NC)=O)N(C=N2)C2CC2)=O